ergoline-1-aldehyde C1CN[C@@H]2CC3=CN(C4=CC=CC([C@H]2C1)=C34)C=O